N[C@@]1(CN(C[C@H]1CCCB(O)O)S(NC(N(CC1=CC=CC=C1)CC1=CC=CC=C1)=O)(=O)=O)C(=O)O |r| (racemic)-trans-3-amino-4-(3-boronopropyl)-1-(N-(dibenzylcarbamoyl)sulfamoyl)pyrrolidine-3-carboxylic acid